CN1C2=CC=CC=C2N(C=2C=CC=CC12)C1=C(C(=C(C(=C1C1=CC=C(C=C1)C=1SC2=C(N1)C=CC=C2)N2C=1C=CC=CC1N(C1=CC=CC=C21)C)C2=CC=CC=C2)C2=CC=CC=C2)C2=CC=C(C=C2)C=2SC1=C(N2)C=CC=C1 2,2'-(2',4'-bis(10-methylphenazin-5(10H)-yl)-5',6'-diphenyl-[1,1':3',1''-terphenyl]-4,4''-diyl)bis(benzo[d]thiazole)